(E)-3-(5-chloro-2-tetrazol-1-yl-phenyl)-N-(E)-(S)-8-oxa-16,18-diaza-tricyclo[13.2.1.02,7]Octadec-1(17),2,4,6,11,15(18)-hexa-en-14-yl-acrylamide ClC=1C=CC(=C(C1)/C=C/C(=O)N[C@H]1C/C=C/CCOC2=CC=CC=C2C2=CNC1=N2)N2N=NN=C2